CNCC[Si](OC)(OC)OC N-methyl-β-aminoethyltrimethoxysilane